NC(CC(=O)O)C(NCCOC(CC(C)C)=O)=O 3-Amino-3-({2-[(3-methylbutanoyl)oxy]ethyl}carbamoyl)propanoic acid